ClC1=CC2=C(C3(C(O2)(C2=C(C=CC=C2C3=O)[N+](=O)[O-])O)NC(C)=O)C=C1 N-(7-chloro-4b-hydroxy-4-nitro-10-oxo-4b,10-dihydro-9bH-indeno[1,2-b]benzofuran-9b-yl)acetamide